trimethoxy[2-(7-oxabicyclo[4.1.0]hept-3-yl)ethyl]silane CO[Si](CCC1CC2OC2CC1)(OC)OC